BrC1=NN(C(=N1)C(C(F)(F)F)OCCO[Si](C)(C)C(C)(C)C)CC1=CC=C(C=C1)OC 3-Bromo-5-(1-(2-((tert-butyldimethylsilyl)oxy)ethoxy)-2,2,2-trifluoroethyl)-1-(4-methoxybenzyl)-1H-1,2,4-triazole